OC1=C(C=CC2=CC=CC=C12)C(=O)NN=C(CCC)C 1-hydroxy-N'-(1-methylbutylidene)-2-naphthoyl-hydrazine